Cl.BrC1=CC=C(C=C1)[C@@H](C(F)(F)F)NC [(1S)-1-(4-bromophenyl)-2,2,2-trifluoroethyl](methyl)amine hydrochloride